6,7,10,11-tetrahydro-4H,8H-7a,10-methanopyrimido[6',1':2,3]pyrimido[6,1-c][1,4]oxazin-4-one C=1C=NC(N2C1N1C3(COC(C1)C3)CC2)=O